N1(N=CC=C1)C1=CC(=NC=C1)OCC1=C(N=NN1C)C1=CC=C(C(=N1)C)N1C[C@H](CCC1)CC(=O)O (R)-2-(1-(6-(5-(((4-(1H-pyrazol-1-yl)pyridin-2-yl)oxy)methyl)-1-methyl-1H-1,2,3-triazol-4-yl)-2-methylpyridin-3-yl)piperidin-3-yl)acetic acid